FC1=CC=C(C=C1)C=1OC(=C(N1)C(=O)NCCN1CCN(CC1)C)C1=CC=CC=C1 2-(4-fluorophenyl)-N-(2-(4-methylpiperazin-1-yl)ethyl)-5-phenylOxazole-4-carboxamide